rac-2-methyl-5-oxa-2,8-Diazaspiro[3.5]Nonane CN1CC2(C1)OCCNC2